6-(4-aminopiperidine-1-carbonyl)-1,3-diethyl-1H-1,3-benzodiazole-3-ium hydrochloride iodide [I-].Cl.NC1CCN(CC1)C(=O)C=1C=CC2=C(N(C=[N+]2CC)CC)C1